COC1=CC=C(CN2C(C(CCC2=O)N2C(N(C3=C2C=C(C=C3)N3CCNCC3)CC3=CC=C(C=C3)OC)=O)=O)C=C1 1-(4-methoxybenzyl)-3-(3-(4-methoxybenzyl)-2-oxo-6-(piperazin-1-yl)-2,3-dihydro-1H-benzo[d]imidazol-1-yl)piperidine-2,6-dione